methyl-5-oxo-4,5-dihydro-1H-pyrazole-4-carboxamide CN1N=CC(C1=O)C(=O)N